2-(4-Fluorophenyl)-11-methyl-11H-imidazo[1',2':1,2]pyrido[3,4-b]indole FC1=CC=C(C=C1)C=1N=C2N(C=CC3=C2N(C2=CC=CC=C32)C)C1